CN1N=CC2=C1COC=1C(C2)=C(C=CC1)C#N 1-methyl-4,10-dihydro-1H-benzo[6,7]oxepino[3,4-c]pyrazole-5-carbonitrile